(2R,4S)-2-dimethylcarbamoyl-4-bromo-1-(p-nitrobenzyloxycarbonyl)pyrrolidine CN(C(=O)[C@@H]1N(C[C@H](C1)Br)C(=O)OCC1=CC=C(C=C1)[N+](=O)[O-])C